TERT-BUTYL 3-AMINO-4-(4-FORMYLPYRIDIN-3-YL)BENZOATE NC=1C=C(C(=O)OC(C)(C)C)C=CC1C=1C=NC=CC1C=O